C(C1=CC=CC=C1)N(CC(=O)O)CCC=1N=CN(C1)C(C1=CC=CC=C1)(C1=CC=CC=C1)C1=CC=CC=C1.FC1=CC=C(S1)C(=O)NC1CCC(CC1)NC1=CC(=NC2=CC=CC=C12)C(F)(F)F 5-fluoro-N-[(1s,4s)-4-{[2-(trifluoromethyl)quinolin-4-yl]amino}cyclohexyl]thiophene-2-carboxamide benzyl-(2-(1-trityl-1H-imidazol-4-yl)ethyl)glycinate